(+/-)-isopropyl (3S)-3-hydroxycyclohexane-1-carboxylate O[C@@H]1C[C@@H](CCC1)C(=O)OC(C)C |&1:3|